FC(C(=O)O)(F)F.NC=1N=CN(C(C1C(=O)NC1=C(C(=CC=C1)CN)OC)=O)C1=C(C=CC=C1Cl)Cl 4-amino-N-(3-(aminomethyl)-2-methoxyphenyl)-1-(2,6-dichlorophenyl)-6-oxo-1,6-dihydropyrimidine-5-carboxamide trifluoroacetate